CCC(C)[C@@H](C(=O)N[C@@H](C(C)C)C(=O)N[C@@H](C(C)O)C(=O)N1CCC[C@H]1C(=O)N[C@@H](CCCNC(=N)N)C(=O)N[C@@H](C(C)O)C(=O)N2CCC[C@H]2C(=O)O)NC(=O)[C@H](CC(=O)N)NC(=O)[C@H](CC3=CC=CC=C3)NC(=O)[C@H](CC4=CC=CC=C4)NC(=O)[C@H](CC5=CC=CC=C5)NC(=O)[C@H](CC6=CNC=N6)NC(=O)[C@H](C(C)C)NC(=O)[C@H](C(C)C)NC(=O)[C@@H]7CCCN7C(=O)[C@H](CC(=O)N)NC(=O)[C@H](CCC(=O)N)N The molecule is a linear seventeen-membered polypeptide comprising the sequence Glu-Asn-Pro-Val-Val-His-Phe-Phe-Phe-Asn-Ile-Val-Thr-Pro-Arg-Thr-Pro. Corresponds to the sequence of the myelin basic protein 83-99 (MBP83-99) immunodominant epitope with the lysyl residue at position 91 replaced by phenylalanyl [MBP83-99(F(91))]. It has a role as an epitope.